methyl 3-(9-((4-(((tert-butoxycarbonyl)amino)methyl)phenyl)carbamoyl)-4,5-dihydrobenzo[b]thieno[2,3-d]oxepin-8-yl)-6-(cyclobutylcarbamoyl)picolinate C(C)(C)(C)OC(=O)NCC1=CC=C(C=C1)NC(=O)C1=CC2=C(OCCC3=C2SC=C3)C=C1C=1C(=NC(=CC1)C(NC1CCC1)=O)C(=O)OC